O[C@H](CCC1CCN(CC1)C(=O)OC(C)(C)C)C tert-butyl 4-[(3S)-3-hydroxybutyl]piperidine-1-carboxylate